L-lactat C([C@@H](O)C)(=O)[O-]